ClC=1C=C2C(=NC(=NC2=C(C1C1=CC(=CC2=CC=CC(=C12)C)O)F)N1CC(C1)N(C)C)N1C[C@H]2CC[C@@H](C1)N2C(=O)OC(C)(C)C tert-Butyl (1R,5S)-3-((R or S)-6-chloro-2-(3-(dimethylamino) azetidin-1-yl)-8-fluoro-7-(3-hydroxy-8-methylnaphthalen-1-yl)quinazolin-4-yl)-3,8-diazabicyclo[3.2.1]octane-8-carboxylate